ON(C(OC(C)(C)C)=O)C(CCO)C=1SC(=CC1)C tert-butyl N-hydroxy-N-[3-hydroxy-1-(5-methyl-2-thienyl)propyl]carbamate